C(C)N(C1=C(C=CC(=C1)NCC1=CC=C(C=C1)C(F)(F)F)NC([C@H]([C@@H](CCCC)F)F)=O)CC (2R,3R)-N-(2-(Diethylamino)-4-((4-(trifluoromethyl)benzyl)amino)phenyl)-2,3-difluoroheptanamid